4-(2-{[(2r,7as)-2-fluoro-hexahydro-1H-pyrrolizin-7a-yl]methoxy}-8-fluoro-4-{6-oxa-3-azabicyclo[3.2.1]oct-3-yl}pyrido[4,3-d]pyrimidin-7-yl)-5-ethynyl-6-fluoronaphthalen-2-ol F[C@@H]1C[C@@]2(CCCN2C1)COC=1N=C(C2=C(N1)C(=C(N=C2)C2=CC(=CC1=CC=C(C(=C21)C#C)F)O)F)N2CC1COC(C2)C1